COC(=O)C=1C=C2NC(C=NC2=CC1)=C=O 3-carbonyl-3,4-dihydroquinoxaline-6-carboxylic acid methyl ester